1-(3-fluoropiperidin-1-yl)ethan-1-one FC1CN(CCC1)C(C)=O